N[C@@H]([C@@H](C(=O)N[C@H](C(=O)O)C1=C(C(=CC=C1)C(F)(F)F)Cl)O)CC1=CC=CC=C1 (S)-2-((2S,3R)-3-amino-2-hydroxy-4-phenylbutanamido)-2-(2-chloro-3-(trifluoromethyl)phenyl)acetic acid